N1(CCCCCCN1)C1CCCCCCC1 1,8-diazabicyclooctane